[2H]C(C(=O)N(CC(=O)O)CC1=C(C=C(C=C1)S(N)(=O)=O)F)(OC1=C(C(=CC(=C1)F)F)C(C([2H])([2H])[2H])([2H])[2H])[2H] 2-[[2,2-dideuterio-2-[3,5-difluoro-2-(1,1,2,2,2-pentadeuterioethyl)phenoxy]acetyl]-[(2-fluoro-4-sulfamoyl-phenyl)methyl]amino]acetic acid